C(C)(C)(C)OC(=O)N1C[C@H](CC1)C1=CC(=CC=C1)COC1=C(C=C(C=C1)Cl)Cl (R)-3-(3-((2,4-dichlorophenoxy)methyl)phenyl)pyrrolidine-1-carboxylic acid tert-butyl ester